ethyl 5-amino-4-bromobenzofuran-2-carboxylate NC=1C=CC2=C(C=C(O2)C(=O)OCC)C1Br